2'-amino-2'-deoxycytidine tert-butyl-3-({5H,6H,7H,8H-pyrido[3,4-d]pyrimidin-2-yl}amino)-5,6,7,8-tetrahydro-1,6-naphthyridine-6-carboxylate C(C)(C)(C)C1=NC=2CCN(CC2C=C1NC=1N=CC2=C(N1)CNCC2)C(=O)OC[C@@H]2[C@H]([C@H]([C@@H](O2)N2C(=O)N=C(N)C=C2)N)O